C12C3CCC(C(CCC1)C2)C3 tricyclo[4.3.1.12,5]undecane